C(C)(=O)N1CCCC2=CC=CC=C12 1-acetyl-1,2,3,4-tetrahydroquinoline